FC1=C(C=CC=C1)C1COC2=CC(=CC=C2C1)C(=O)O 3-(2-fluorophenyl)chroman-7-formic acid